tert-butyl (2R,6S)-4-(1-((6-fluoro-2-methyl-2H-indazol-5-yl)carbamoyl)-2,3-dihydro-1H-pyrrolo[2,3-b]pyridin-4-yl)-2,6-dimethylpiperazine-1-carboxylate FC=1C(=CC2=CN(N=C2C1)C)NC(=O)N1CCC=2C1=NC=CC2N2C[C@H](N([C@H](C2)C)C(=O)OC(C)(C)C)C